N-amino-(2-(cyclooct-2-yn-1-yloxy)ethyl)carbonyl-L-lysine methyl-O-acetyl-N-(O-acetyl-N-(2-(4-((tert-butoxycarbonyl)amino)phenyl)oxazole-4-carbonyl)-L-seryl)-L-serinate CN([C@@H](COC(C)=O)C(=O)O)C([C@@H](NC(=O)C=1N=C(OC1)C1=CC=C(C=C1)NC(=O)OC(C)(C)C)COC(C)=O)=O.NN([C@@H](CCCCN)C(=O)O)C(=O)CCOC1C#CCCCCC1